3,3-difluoro-cyclobutanol FC1(CC(C1)O)F